CN(C1CCN(CC1)C1=C(C(=NC=C1C=1C=NN(C1)C)OC)N)C (4-(dimethylamino)piperidin-1-yl)-2-methoxy-5-(1-methyl-1H-pyrazol-4-yl)pyridin-3-amine